ClC1=C(OCC=2C=C(CC3CN(C3)C(=O)OC(C)(C)C)C=CC2)C=CC(=C1)Cl tert-Butyl 3-(3-((2,4-dichlorophenoxy)methyl)benzyl)azetidine-1-carboxylate